FC(C1=CC(=NN1CC1(CC1)C(=O)OCC)C1=NC(=NO1)C1(CC1)C1=C(C=CC=C1)C)F ethyl 1-((5-(difluoromethyl)-3-(3-(1-(o-tolyl)cyclopropyl)-1,2,4-oxadiazol-5-yl)-1H-pyrazol-1-yl)methyl)cyclopropane-1-carboxylate